C(CCC)(=O)N1CCOCC1 4-butanoylmorpholine